C(CCCCCCCC)(=O)[O-].[Na+] sodium nonanoate